C(C)C(C(=O)O)CCCCCCCCCCCCCC 2-Ethyl-hexadecanoic acid